CN1C(=C(C=C1C)C1=CC=CC=C1)C(C(=O)NC1=CC=C(C=C1)N1CCN(CC1)C1=NC=C(C=N1)F)=O 2-(1,5-dimethyl-3-phenyl-1H-pyrrol-2-yl)-N-{4-[4-(5-fluoro-pyrimidin-2-yl)-piperazin-1-yl]-phenyl}-2-oxo-acetamide